BrC=1C=NC=C(C1Cl)N 3-Bromo-4-chloro-5-aminopyridine